(E)-1-(2-Amino-4,6-dihydroxyphenyl)-3-(4-aminophenyl)prop-2-en-1-one NC1=C(C(=CC(=C1)O)O)C(\C=C\C1=CC=C(C=C1)N)=O